Methyl (1R,3R,4S,5S)-5-formyl-2-((S)-1-phenylethyl)-2-azabicyclo[2.2.1]heptane-3-carboxylate C(=O)[C@@H]1[C@H]2[C@@H](N([C@@H](C1)C2)[C@@H](C)C2=CC=CC=C2)C(=O)OC